FC=1C=C(C=C(C1)F)C=1C(OC2=CC(=CC=C2C1C)O)C1=CC=C(C=C1)\C=C\CN1C[C@@H](CC1)C 3-(3,5-difluorophenyl)-4-methyl-2-[4-[(E)-3-[(3R)-3-methylpyrrolidin-1-yl]prop-1-enyl]phenyl]-2H-chromen-7-ol